3-methyl-7-(4,4,5,5-tetramethyl-1,3,2-dioxaborolan-2-yl)-1H-indole CC1=CNC2=C(C=CC=C12)B1OC(C(O1)(C)C)(C)C